tert-butyl (3S,4S)-3-(4-(((1R,2S)-2-(difluoromethyl)cyclopropyl)amino)-2-fluoro-5-nitrobenzamido)-4-fluoropiperidine-1-carboxylate FC([C@@H]1[C@@H](C1)NC1=CC(=C(C(=O)N[C@H]2CN(CC[C@@H]2F)C(=O)OC(C)(C)C)C=C1[N+](=O)[O-])F)F